C(#N)C1=CC=C(C=C1)C1=CN=C2N1C=CC(=C2)C(=O)NCC2=NC=CN=C2 3-(4-cyanophenyl)-N-(pyrazin-2-ylmethyl)imidazo[1,2-a]pyridine-7-carboxamide